3-((3-((7-(4,4-difluoropiperidin-1-yl)heptyl)amino)phenyl)amino)piperidine-2,6-dione FC1(CCN(CC1)CCCCCCCNC=1C=C(C=CC1)NC1C(NC(CC1)=O)=O)F